2-(4-{[(2R,6S)-2,6-dimethylmorpholin-4-yl]Methyl-piperidin-1-yl}phenyl)-N1,N1-dimethylbenzene-1,4-disulfonamide C[C@@H]1CN(C[C@@H](O1)C)CC1N(CCCC1)C1=CC=C(C=C1)C1=C(C=CC(=C1)S(=O)(=O)N)S(=O)(=O)N(C)C